ethyl 1-(4-fluorobenzyl)-1H-pyrazole-4-carboxylate FC1=CC=C(CN2N=CC(=C2)C(=O)OCC)C=C1